C(C)C(CNC(=O)CN(CC(=O)O)CC(=O)NCC(CCCC)CC)CCCC N,N-di(2-ethylhexyl)aminocarbonylmethylglycine